(E,Z)-9,12-tetradecadienal C(CCCCCCC\C=C\C\C=C/C)=O